5-cyclopropyloxazole-4-carboxamide C1(CC1)C1=C(N=CO1)C(=O)N